CN(\C=C(/C=O)\OC1=NOC(=C1)C(C(=O)OC)C(C)C)C methyl (E)-2-(3-((1-(dimethylamino)-3-oxoprop-1-en-2-yl)oxy)isoxazol-5-yl)-3-methylbutanoate